ClC=1C(=C(NC2=C(NC3=C2C(NCC3)=O)C3=C(C=NC=C3)OCC(C)(C)OC)C=CC1)OC(F)F 3-[3-chloro-2-(difluoromethoxy)anilino]-2-[3-(2-methoxy-2-methylpropoxy)pyridin-4-yl]-1,5,6,7-tetrahydro-4H-pyrrolo[3,2-c]pyridin-4-one